(4-((6-methoxy-9,9-dimethyl-9,10-dihydroacridin-2-yl)methyl)piperazin-1-yl)(phenyl)methanone COC=1C=C2NC=3C=CC(=CC3C(C2=CC1)(C)C)CN1CCN(CC1)C(=O)C1=CC=CC=C1